NC1=C(C(=NC=N1)NC1=C(C=2C(=NNC2C=C1OC)C(=O)[O-])C(=O)[O-])C(=O)OCC 5-((6-amino-5-ethoxycarbonylpyrimidin-4-yl) amino)-6-methoxy-1H-indazoledicarboxylate